methyl 1-(4-methoxyphenyl)-1H-pyrrolo[2,3-b]pyridine-5-carboxylate COC1=CC=C(C=C1)N1C=CC=2C1=NC=C(C2)C(=O)OC